The molecule is a hydroxy monocarboxylic acid anion that results from the deprotonation of the carboxylic acid group of tropic acid. It has a role as a human xenobiotic metabolite. It derives from a propionate. It is a conjugate base of a tropic acid. C1=CC=C(C=C1)C(CO)C(=O)[O-]